COC=1C=C(C=CC1)NC1=C2C=CN(C2=CC=C1)C1=CC=C(C=N1)NC(OC(C)(C)C)=O tert-butyl (6-(4-((3-methoxyphenyl)amino)-1H-indol-1-yl)pyridin-3-yl)carbamate